7-((S)-4-acryloyl-2-methylpiperazin-1-yl)-10-(2,4-difluorophenyl)-9-ethyl-2,3-dihydro-5H-[1,4]thiazino[2,3,4-ij]quinazolin-5-one C(C=C)(=O)N1C[C@@H](N(CC1)C1=NC(N2C3=C(C(=C(C=C13)CC)C1=C(C=C(C=C1)F)F)SCC2)=O)C